C12CNCC(C1C1=NC(=C3C(=N1)N(N=C3)C3=C(C=C(C=C3)F)F)O)C2 6-(3-azabicyclo[3.1.1]heptan-6-yl)-1-(2,4-difluorophenyl)pyrazolo[3,4-d]pyrimidin-4-ol